CC1=CC(=NN1C=1C=C2C=CN(C2=CC1)CC1=CC=C(C=C1)C=1CN(CCC1)C)C(=O)N 5-Methyl-1-(1-(4-(1-methyl-1,2,5,6-tetrahydropyridin-3-yl)benzyl)-1H-indol-5-yl)-1H-pyrazol-3-carboxamid